BrC=1N=C2C(=NC1)NC(=N2)N2CCC1(CC2)[C@@H](C2=CC=CC=C2C1)N[S@](=O)C(C)(C)C (R)-N-((S)-1'-(5-bromo-1H-imidazo[4,5-b]pyrazin-2-yl)-1,3-dihydrospiro[indene-2,4'-piperidin]-1-yl)-2-methylpropane-2-sulfinamide